N[C@H](C(=O)O)CCC#C (2S)-2-aminohex-5-ynoic acid